3,4-dihydroxypyrrolidin OC1CNCC1O